CC1=NC2=CC=C(C=C2C=C1)C(=O)N1CCN(CC1)C1COC1 (2-methylquinolin-6-yl)(4-(oxetan-3-yl)piperazin-1-yl)methanone